1,1,1,3-tetramethyl-3,3-dipropyldisiloxane C[Si](O[Si](CCC)(CCC)C)(C)C